4-(3-hydroxypropanoyl)-6,7-dimethyl-3,4-dihydroquinoxalin OCCC(=O)N1CC=NC2=CC(=C(C=C12)C)C